BrC1=CC(=C(C=C1)NC([C@H](CCC(=O)OC)NC(=O)OC(C)(C)C)=O)C(C1=CN=CC=C1)=O methyl (S)-5-((4-bromo-2-nicotinoylphenyl) amino)-4-((tert-butoxycarbonyl) amino)-5-oxopentanoate